C(C)(=O)N1CCC2(CCN(C2)C2=C(C=O)C=CC(=C2)Cl)CC1 2-(8-acetyl-2,8-diazaspiro[4.5]dec-2-yl)-4-chlorobenzaldehyde